lithium carbon manganese phosphate lithium [Li+].P(=O)([O-])([O-])[O-].[Mn+2].[C+4].[Li+]